5-chloro-4-((3-(2,3-dihydrobenzo[b][1,4]dioxin-6-yl)-2-methylbenzyl)oxy)-2-(2-morpholinoethoxy)benzaldehyde ClC=1C(=CC(=C(C=O)C1)OCCN1CCOCC1)OCC1=C(C(=CC=C1)C1=CC2=C(OCCO2)C=C1)C